trihydrophthalic acid C(C1C(C(=O)O)CCC=C1)(=O)O